ClC=1C(=CC(=C(C1)N1C(C=CC2=CC(=CC=C12)S(=O)(=O)N(CC1=CC=C(C=C1)OC)C1=NOC=C1)=O)OC)C1CC2(C1)OCCO2 (P)-1-(5-chloro-2-methoxy-4-(5,8-dioxaspiro[3.4]oct-2-yl)phenyl)-N-(isoxazol-3-yl)-N-(4-methoxybenzyl)-2-oxo-1,2-dihydroquinoline-6-sulfonamide